FC1=C(COC2=CC=CC(=N2)C2CCN(CC2)CC2=NC3=C(N2CC2=CN=CN2CC)C=CC=C3)C=CC(=C1)F 2-[(4-{6-[(2,4-Difluorobenzyl)oxy]pyridin-2-yl}piperidin-1-yl)methyl]-1-[(1-ethyl-1H-imidazol-5-yl)methyl]-1H-benzimidazol